4-Bromo-6-chloroisoindolin-1-one BrC1=C2CNC(C2=CC(=C1)Cl)=O